Methoxybenzenesulfonate COC1=C(C=CC=C1)S(=O)(=O)[O-]